ClC1=NC(=CC=C1C(=O)N)N1N=C(C=C1)OCCC1C2(C13CC3)CC2 2-chloro-6-[3-(2-dispiro[2.0.24.13]heptan-7-ylethoxy)pyrazol-1-yl]pyridine-3-carboxamide